N-[3-chloro-4-[4-[2-(3-hydroxy-1-methyl-pyrrolidin-1-ium-1-yl)acetyl]piperazine-1-carbonyl]phenyl]-5-(2,3-difluoro-4-methoxy-phenyl)-1-methyl-imidazole-2-carboxamide ClC=1C=C(C=CC1C(=O)N1CCN(CC1)C(C[N+]1(CC(CC1)O)C)=O)NC(=O)C=1N(C(=CN1)C1=C(C(=C(C=C1)OC)F)F)C